C(CC)OC1=C(C(=O)NC(C)C2=CC(=CC=C2)C=2SC=CN2)C=C(C=C1)[N+](=O)[O-] 2-propoxy-5-nitro-N-(1-(3-(thiazol-2-yl)phenyl)ethyl)benzamide